tributylethylphosphine bis(trifluoromethanesulfonyl)imide salt [N-](S(=O)(=O)C(F)(F)F)S(=O)(=O)C(F)(F)F.C(CCC)C(CP)(CCCC)CCCC